Sodium 2-{2,6-difluoro-4-[(3S)-3-fluoropyrrolidine-1-sulfonyl]phenyl}-4-methylquinoline-7-carboxylate FC1=C(C(=CC(=C1)S(=O)(=O)N1C[C@H](CC1)F)F)C1=NC2=CC(=CC=C2C(=C1)C)C(=O)[O-].[Na+]